NC1CCN(CC1)C1=C(N=NC=C1C1=CC(=CC(=C1)C)F)C=1NC2=CC(=CC=C2C1)C#N 2-[4-(4-aminopiperidin-1-yl)-5-(3-fluoro-5-methylphenyl)pyridazin-3-yl]-1H-indole-6-carbonitrile